isopropyl (trans-4-(5-(4-(1H-benzo[d][1,2,3]triazol-6-yl)-2-(N-(tert-butyl)sulfamoyl)phenyl)thiazol-2-yl)cyclohexyl)carbamate N1N=NC2=C1C=C(C=C2)C2=CC(=C(C=C2)C2=CN=C(S2)[C@@H]2CC[C@H](CC2)NC(OC(C)C)=O)S(NC(C)(C)C)(=O)=O